CC1=C(C(CCC1)(C)C)C=CC(C=C)=O 5-(2,6,6-trimethylcyclohex-1-en-1-yl)penta-1,4-dien-3-one